[Cl-].[Cl-].C[SiH](C)[Ti+2](NC(C(C)(C)C)(CC)C)C1C=CC=C1 dimethylsilyl-tetramethyl-cyclopentadienyl-tertiary butylamino-titanium dichloride